FC1=C(C=CC(=C1)C(F)(F)F)[C@H](NC(=O)[C@@H]1N([C@@H]2C[C@@H]2C1)C(C1=CC(=C(C=C1)C)S(=O)(=O)C)=O)C1COC1 (1R,3R,5R)-N-((R)-(2-fluoro-4-(trifluoromethyl)phenyl)(3-oxetanyl)methyl)-2-(4-methyl-3-(methylsulfonyl)benzoyl)-2-azabicyclo[3.1.0]hexane-3-carboxamide